3-(5-((1S,4S)-2,5-diazabicyclo[2.2.1]heptan-2-yl)-6-fluoro-1-oxoisoindolin-2-yl)piperidine-2,6-dione [C@@H]12N(C[C@@H](NC1)C2)C=2C=C1CN(C(C1=CC2F)=O)C2C(NC(CC2)=O)=O